3-amino-7,9-difluoro-3,4-dihydrospiro[benzo[b]azepin-5,1'-cyclopropan]-2(1H)-one NC1CC2(CC2)C2=C(NC1=O)C(=CC(=C2)F)F